N=1C=NN2C1C=C(C=C2)C2=CNC=1N=C(N=CC12)NC1CC(C1)(O)C 3-((5-([1,2,4]triazolo[1,5-a]pyridin-7-yl)-7H-pyrrolo[2,3-d]pyrimidin-2-yl)amino)-1-methylcyclobutan-1-ol